CN(C(C(C)OC1=CC=C2C(=CC(NC2=C1)=O)C1=C(C=CC=C1)C)=O)C N,N-dimethyl-2-((2-oxo-4-(o-tolyl)-1,2-dihydroquinolin-7-yl)oxy)propanamide